C(C)(C)(C)C1=C(C(=CC(=C1)C)C(C)(C)C)CO 2,6-di-tert-butyl-4-methylphenylcarbinol